2,6,10,15,19,23-hexamethyl-2,6,10,14,18,22-tetracosane-hexaene CC(C)=CCCC(=CCCC(=CCCC=C(CCC=C(CCC=C(C)C)C)C)C)C